2-(2-(6-chloropyrazine-2-carbonyl)hydrazino)-2-oxoacetic acid ClC1=CN=CC(=N1)C(=O)NNC(C(=O)O)=O